3-(4-ethoxyphenyl)isoquinoline-1-carboxylic acid C(C)OC1=CC=C(C=C1)C=1N=C(C2=CC=CC=C2C1)C(=O)O